C(C)(C)(C)C1=C(C(=CC=C1)C(C)(C)C)[O-].[Li+].FC(C=1C=C(C=CC1)C#CC1CN(CC1)C(C=C)=O)(F)F 1-(3-((3-(trifluoromethyl)phenyl)ethynyl)pyrrolidin-1-yl)prop-2-en-1-one lithium 2,6-di-tert-butylphenolate